4-bromo-3-methyl-1-(5-(4-(trifluoromethyl)phenyl)-1,3,4-thiadiazol-2-yl)-1H-pyrazole BrC=1C(=NN(C1)C=1SC(=NN1)C1=CC=C(C=C1)C(F)(F)F)C